FC(C(=O)O)(F)F.NC=1C(=NC(=CN1)C1=C(C=CC(=C1)C(C(F)(F)F)(C(=O)N)O)C)C(=O)N[C@H](CC#N)CC 3-amino-6-(5-(3-amino-1,1,1-trifluoro-2-hydroxy-3-oxopropan-2-yl)-2-methylphenyl)-N-((S)-1-cyanobutan-2-yl)pyrazine-2-carboxamide trifluoroacetate